C(C)(C)(C)OC([C@@H](NC(=O)OC(C)(C)C)CC1=CC=C(C=C1)O)=O N-Boc-L-tyrosine tert-butyl ester